(4aS,13aR)-N-[(2,4-Difluorophenyl)methyl]-10-hydroxy-9,11-dioxo-2,3,4a,5,9,11,13,13a-octahydro-1H-pyrido[1,2-a]pyrrolo[1',2':3,4]imidazo[1,2-d]pyrazine-8-carboxamide FC1=C(C=CC(=C1)F)CNC(=O)C=1C(C(=C2N(C[C@@H]3N(C2=O)C[C@@H]2N3CCC2)C1)O)=O